FC=1C=C(C=C(C1)F)[C@@H](C)NC1=NC=2N(C=C1)N=CC2I (R)-N-(1-(3,5-difluorophenyl)ethyl)-3-iodopyrazolo[1,5-a]pyrimidin-5-amine